3-(1-oxo-5-(((1S,2S)-2-(3-(pyrazin-2-yl)azetidin-1-yl)cyclohexyl)oxy)isoindolin-2-yl)piperidine-2,6-dione O=C1N(CC2=CC(=CC=C12)O[C@@H]1[C@H](CCCC1)N1CC(C1)C1=NC=CN=C1)C1C(NC(CC1)=O)=O